(E)-2-(4-Aza-3-indanylidene)ethanol C1C/C(/C2=NC=CC=C12)=C\CO